[C@H]12CN(C[C@H](CC1)N2)C2=C1C(=NC(=N2)OC[C@H]2N(CCC2)C)N(N=C1)C1=CC=CC=C1 4-((1R,5S)-3,8-diazabicyclo[3.2.1]oct-3-yl)-6-(((S)-1-methylpyrrolidin-2-yl)methoxy)-1-phenyl-1H-pyrazolo[3,4-d]pyrimidine